C(C)OC(=O)C1=C(C2=C(N(C(N(C2=O)C(C(=O)NCC)(C)C)=O)CC(C2=C(C=CC=C2)OC)OCCC#N)S1)C ethyl-1-(2-(2-cyanoethoxy)-2-(2-methoxyphenyl)ethyl)-3-(1-(ethylamino)-2-methyl-1-oxopropan-2-yl)-5-methyl-2,4-dioxo-1,2,3,4-tetrahydrothieno[2,3-d]pyrimidine-6-carboxylate